OC1=C(C=CC(=C1)OCCC)N1CC=NC=N1 2-[2-hydroxy-4-propyloxy-phenyl]-2,3,5-triazine